FC(C1=CC=C(C=N1)N1CC(CC2=CC=CC=C12)CNC(C=C)=O)(F)F N-((1-(6-(trifluoromethyl)-pyridin-3-yl)-1,2,3,4-tetrahydroquinolin-3-yl)methyl)acrylamide